hexamethyl-cyclotrisilazane C[Si]1(N[Si](N[Si](N1)(C)C)(C)C)C